7-chloro-1-((1-methylcyclopropyl)amino)-2,6-naphthyridine-3-carbonitrile ClC1=NC=C2C=C(N=C(C2=C1)NC1(CC1)C)C#N